CC1=C(C(=O)C2=C(C=CC=C2)P(OCC)(OCC)=O)C(=CC(=C1)C)C 2,4,6-trimethylbenzoyl-diethoxyphenylphosphine oxide